N-acryloyl-asparaginamide C(C=C)(=O)NC([C@@H](N)CC(N)=O)=O